N-(4-(4-(2-hydroxyethyl)piperazin-1-yl)phenyl)-4-((8-methyl-2,3-dihydro-1H-pyrido[2,3-b][1,4]oxazin-7-yl)amino)-2-oxo-1,2-dihydropyridine-3-carboxamide OCCN1CCN(CC1)C1=CC=C(C=C1)NC(=O)C=1C(NC=CC1NC1=C(C2=C(OCCN2)N=C1)C)=O